2-(azetidin-3-yl)ethyl 6-[5-(6-methyl-2-pyridyl)-1H-pyrazol-4-yl]quinoline-4-carboxylate CC1=CC=CC(=N1)C1=C(C=NN1)C=1C=C2C(=CC=NC2=CC1)C(=O)OCCC1CNC1